FC1=CC(=C(C(=O)O)C(=C1)C)I 4-fluoro-2-iodo-6-methylbenzoic acid